dimethylbis(n-propylcyclopentadienyl)hafnium dichloride [Cl-].[Cl-].C[Hf](C1(C=CC=C1)CCC)(C1(C=CC=C1)CCC)C